7-(1-methyl-1H-pyrazol-4-yl)-5-(1-(2-methyl-4-((thiazol-4-ylmethoxy)methyl)benzamido)cyclopropyl)quinoline 1-oxide CN1N=CC(=C1)C1=CC(=C2C=CC=[N+](C2=C1)[O-])C1(CC1)NC(C1=C(C=C(C=C1)COCC=1N=CSC1)C)=O